[O-]S(=O)(=O)C(F)(F)F.C(CCCCCCCCCC)[NH+]1CCC(CC1)C 1-Undecyl-4-Methylpiperidinium triflat